CN1CCC(CC1)(C(=O)OCCOCCOCCOCCOCC(COCCCCCCCC(OC(CCCCCCCC)CCCCCC)=O)OCCCCCCCC(=O)OC(CCCCCCCC)CCCCCC)C 2-[2-[2-[2-[2,3-bis[8-(1-hexylnonoxy)-8-oxo-octoxy]propoxy]ethoxy]ethoxy]ethoxy]ethyl 1,4-dimethylpiperidine-4-carboxylate